C(C)(=O)N1C[C@@H](CCC1)C (3R)-1-Acetyl-3-methylpiperidine